4-(6-(6-((6-methoxypyridin-3-yl)methyl)-3,6-diazabicyclo[3.1.1]heptane-3-yl)pyridin-3-yl)pyrazolo[1,5-a]pyridine-3-carbonitrile COC1=CC=C(C=N1)CN1C2CN(CC1C2)C2=CC=C(C=N2)C=2C=1N(C=CC2)N=CC1C#N